NC1=C(C(=O)NC(C)C)C=C(C=C1Br)C 2-amino-3-bromo-N-isopropyl-5-methylbenzamide